C(C)(C)(C)OC1=NC(=NC2=C(C(=C(C=C12)C1CC1)C=1C2=CN(N=C2C=C(C1C)F)C(C1=CC=CC=C1)(C1=CC=CC=C1)C1=CC=CC=C1)O[C@@H](C)C1=CC=CC=C1)OC[C@H](C)OC 4-tert-butoxy-6-cyclopropyl-7-[6-fluoro-5-methyl-2-(triphenylmethyl)-2H-indazol-4-yl]-2-[(2S)-2-methoxypropoxy]-8-[(1S)-1-phenylethoxy]quinazoline